(rac)-(2s,4s)-2-(1-(3-(1-Methylcyclopropyl)phenyl)-3-azabicyclo[3.1.0]hexane-3-carbonyl)-7-oxa-5-azaspiro[3.4]octan-6-one CC1(CC1)C=1C=C(C=CC1)C12CN(CC2C1)C(=O)C1CC2(C1)NC(OC2)=O